4-amino-N-[[(4-aminophenyl)amino]carbonyl]-benzamide NC1=CC=C(C(=O)NC(=O)NC2=CC=C(C=C2)N)C=C1